8-Fluorothiochroman-4-one FC=1C=CC=C2C(CCSC12)=O